C[Ge](C)(C)C methyl-trimethylgermanium